C(C)(C)(C)OC(=O)N1C[C@H](CC1)C=1N=NC(=CC1)NC(CC1=NC=CC=C1)=O (S)-3-(6-(2-(pyridin-2-yl)acetylamino)pyridazin-3-yl)pyrrolidine-1-carboxylic acid tert-butyl ester